ClC=1C=C(C=C2C(=NNC12)N)C1=C2C(=NC=C1)NC=C2 7-Chloro-5-(1H-pyrrolo[2,3-b]pyridin-4-yl)-1H-indazol-3-amine